C(C1=CC=CC=C1)OC(NC1=CC(=C(C(=C1)F)N1C2COCC1CC2)F)=O 4-(3-oxa-8-aza-bicyclo[3.2.1]oct-8-yl)-3,5-difluorophenyl-carbamic acid benzyl ester